6-bromo-4-(5-(6-((6-methoxypyridin-3-yl)methyl)-3,6-diazabicyclo[3.1.1]heptan-3-yl)pyrazin-2-yl)pyrazolo[1,5-a]pyridine-3-carbonitrile BrC=1C=C(C=2N(C1)N=CC2C#N)C2=NC=C(N=C2)N2CC1N(C(C2)C1)CC=1C=NC(=CC1)OC